2-[(5,6-dichloro)-phenylacrylamido]-3-(4-nitrophenyl)-propionic acid ClC=1C=CC=C(C1Cl)C=CC(=O)NC(C(=O)O)CC1=CC=C(C=C1)[N+](=O)[O-]